NC=1C=2C(=C3N(C2C(=C(C1)Cl)Cl)C[C@H](C3)NC(C)=O)C=3C=NNC3 (S)-N-(8-amino-5,6-dichloro-9-(1H-pyrazol-4-yl)-2,3-dihydro-1H-pyrrolo[1,2-a]indol-2-yl)acetamide